FC1=CC(=C(C=C1)C1=CC(=CC=C1)[N+](=O)[O-])C=1N=NNC1C 4-(4-Fluoro-3'-nitro-[1,1'-biphenyl]-2-yl)-5-methyl-1H-1,2,3-triazole